CN1C=NC=C1C(=O)NC1=C(C=CC(=C1)C(NC1=CC(=CC=C1)C(F)(F)F)=O)C 1-Methyl-N-(2-methyl-5-{[3-(trifluoromethyl)phenyl]carbamoyl}phenyl)-1H-imidazole-5-carboxamide